O=C1N(CC2=C(C=CC=C12)C(F)(F)F)C=1C=C(C=C(C1)B1OC(C(O1)(C)C)(C)C)NCCC#N 3-({3-[1-oxo-4-(trifluoromethyl)-3H-isoindol-2-yl]-5-(4,4,5,5-tetramethyl-1,3,2-dioxaborolan-2-yl)phenyl}amino)propanenitrile